CC1=CC2=C(OCCCO2)C=C1 7-methyl-1,5-benzodioxepan